methoxy-5-(2-((2R,5S)-5-methyl-2-(2-(1-methyl-2,5,6,7-tetrahydro-1H-azepin-4-yl)benzo[d]thiazol-5-yl)piperidin-1-yl)-2-oxoacetamido)nicotinamide COC1=C(C(=O)N)C=C(C=N1)NC(C(=O)N1[C@H](CC[C@@H](C1)C)C=1C=CC2=C(N=C(S2)C2=CCN(CCC2)C)C1)=O